4-(3-chloropyridin-4-yl)-2-cyclopropyl-7-(difluoromethoxy)-2H-indazole ClC=1C=NC=CC1C=1C2=CN(N=C2C(=CC1)OC(F)F)C1CC1